(S)-4-methoxy-3-oxopentanoic acid tert-butyl ester C(C)(C)(C)OC(CC([C@H](C)OC)=O)=O